O1C(=CC=C1)OCC(CCCC)O 1-(furan-2-oxy)-hexane-2-ol